2-(3-ethyl-2,5-difluoro-6-methoxyphenyl)-2-((R)-3-((5-(4-methoxy-5,6,7,8-tetrahydro-1,8-naphthyridin-2-yl)pentyl)oxy)pyrrolidin-1-yl)acetic acid C(C)C=1C(=C(C(=C(C1)F)OC)C(C(=O)O)N1C[C@@H](CC1)OCCCCCC1=NC=2NCCCC2C(=C1)OC)F